FC=1C(=C(C=C2CCN(CC12)C[C@H]1NC(CC1)=O)O)N1CC(NS1(=O)=O)=O 5-(8-fluoro-6-hydroxy-2-{[(2S)-5-oxopyrrolidin-2-yl]methyl}-1,2,3,4-tetrahydroisoquinolin-7-yl)-1λ6,2,5-thiadiazolidine-1,1,3-trione